COC(=C(C)C)[Si](C)(C)C methoxy-2-methyl-1-(trimethylsilyl)propene